Indole-acetic acid N1C(=CC2=CC=CC=C12)CC(=O)O